C[N+]1(C(CCCC1(C)C)(C)C)C 1,1,2,2,6,6-hexamethylpiperidinium